tert-butyl ((1R,2r,3S,3''R,5S,5'R,7S)-3''-(4-hydroxyphenyl)dispiro[adamantane-2,3'-[1,2,4]trioxolane-5',1''-cyclohexan]-5-yl)carbamate OC1=CC=C(C=C1)[C@H]1C[C@]2(CCC1)OC1(OO2)[C@@H]2CC3CC(C[C@@H]1C3)(C2)NC(OC(C)(C)C)=O